2,4,5-triamino-6-hydroxypyrimidine hydrochloride Cl.NC1=NC(=C(C(=N1)N)N)O